OC[C@H](C=C)N1C=C2C=CC=CC2=C1 (S)-2-(1-hydroxybut-3-en-2-yl)isoindole